[1,3,2]diazaborinin N1=BN=CC=C1